6-methoxy-4-(4-sulfamoyl-1,4-diazepan-1-yl)quinazoline-7-carboxylic acid COC=1C=C2C(=NC=NC2=CC1C(=O)O)N1CCN(CCC1)S(N)(=O)=O